ClC1=NN=C2N1C1=CC=CC=C1C(=N2)N(C)C2=CC(=CC=C2)C=2OC(=CC2)C(F)F chloro-N-(3-(5-(difluoromethyl)furan-2-yl)phenyl)-N-methyl-[1,2,4]triazolo[4,3-a]quinazolin-5-amine